COC=1C=C(C=C(C1)OC)C1=NC2=C(N1C1CC(C1)C(NC)=O)C=C(C=C2)C(=O)NCCCN(C)C 2-(3,5-dimethoxyphenyl)-N-(3-(dimethylamino)propyl)-1-((1r,3r)-3-(methylcarbamoyl)cyclobutyl)-1H-benzo[d]imidazole-6-carboxamide